2-[4-[2-(dimethylamino)ethoxy]anilino]-6-(5-methyl-3,4-dihydro-2H-quinoxalin-1-yl)-8-tetrahydrofuran-3-yl-pyrido[2,3-d]pyrimidin-7-one CN(CCOC1=CC=C(NC=2N=CC3=C(N2)N(C(C(=C3)N3CCNC2=C(C=CC=C32)C)=O)C3COCC3)C=C1)C